C1=2C(NC(C3=SC=CN=C3N3CCC(CCCNC(=CC=C1)N2)C3)=O)=O 6-thia-3,9,11,18,23-pentaazatetracyclo[17.3.1.111,14.05,10]tetracosa-1(23),5,7,9,19,21-hexaene-2,4-dione